4-(((tert-Butoxycarbonyl)amino)methyl)-6H-benzo(c)chromene-9-carboxylic acid methyl ester COC(=O)C1=CC2=C(COC3=C(C=CC=C23)CNC(=O)OC(C)(C)C)C=C1